COC=1C=CC(=NC1)C=1SC(=CN1)C1=NC=CC(=C1)OC(C)C [2-(5-methoxypyridin-2-yl)-1,3-thiazol-5-yl]-4-(prop-2-yloxy)pyridine